[Yb].[Ho] Holmium-ytterbium